4-propyl-1,3-oxathiane C(CC)C1SCOCC1